C(C)(C)(C)C=1C=C(C=C(C1O)C(C)(C)C)CCC1=NC(=NC(=N1)CCC1=CC(=C(C(=C1)C(C)(C)C)O)C(C)(C)C)CCC1=CC(=C(C(=C1)C(C)(C)C)O)C(C)(C)C 2,4,6-tris(3,5-di-tert-butyl-4-hydroxyphenylethyl)-1,3,5-triazine